Fluoroglucitol FC([C@H](O)[C@@H](O)[C@H](O)[C@H](O)CO)O